1H-pyrazolo[3,4-c]Pyridine-1-carboxylic acid tert-butyl ester C(C)(C)(C)OC(=O)N1N=CC=2C1=CN=CC2